N,N-bis(9,9-dimethyl-9H-fluoren-2-yl)-3,3,7'-trimethyl-2,3-dihydrospiro[indene-1,9'-thioxanthen]-2'-amine CC1(C2=CC=CC=C2C=2C=CC(=CC12)N(C1=CC=2C3(C4=CC(=CC=C4SC2C=C1)C)CC(C1=CC=CC=C13)(C)C)C1=CC=3C(C2=CC=CC=C2C3C=C1)(C)C)C